3-(2,6-dimethylphenyl)-N6-(4-fluoro-3-(1,2,3,6-tetrahydropyridin-4-yl)phenyl)-1-methyl-1H-pyrazolo[3,4-d]pyrimidine-3,6-diamine CC1=C(C(=CC=C1)C)C1(NN(C2=NC(=NC=C21)NC2=CC(=C(C=C2)F)C=2CCNCC2)C)N